COC1=C(C=CC=C1)S(=O)(=O)OC=1C=C(C=CC1)NC(=O)NC1=CC=C(C=C1)OS(=O)(=O)C1=C(C=CC=C1)OC N-[3-(o-methoxybenzenesulfonyloxy)phenyl]-N'-[4-(o-methoxybenzenesulfonyloxy)phenyl]urea